C1(=CC=C(C=C1)C=1N=C(OC1C1=CC=C(C=C1)C)SCC(=O)NC)C 2-[4,5-bis(p-tolyl)oxazol-2-yl]sulfanyl-N-methyl-acetamide